5-(Imidazo[1,2-a]pyrimidin-6-yl)-4-methoxy-N-((4s,7s)-1-oxaspiro[3.5]nonan-7-yl)pyrrolo[2,1-f][1,2,4]triazin-2-amine N=1C=CN2C1N=CC(=C2)C=2C=CN1N=C(N=C(C12)OC)NC1CCC2(CCO2)CC1